1-[3-(1-Hydroxyethyl)-6-[6-[(6-methylpyridazin-3-yl)amino]benzimidazol-1-yl]-2-pyridyl]-4-methyl-pyrazole-3-carbonitrile OC(C)C=1C(=NC(=CC1)N1C=NC2=C1C=C(C=C2)NC=2N=NC(=CC2)C)N2N=C(C(=C2)C)C#N